COC(=O)[C@@H]1CC[C@H](CC1)NC1=NC=C(C(=N1)C1=CC(=NC=C1)C(C)(C)O)F.C1=C(C=CC=2SC3=C(C21)C=CC=C3)C=3C=C(C=C(C3)C3=CC2=C(SC1=C2C=CC=C1)C=C3)N3C1=CC=CC=C1C=1C=CC=CC31 9-[3,5-bis(2-dibenzothienyl)phenyl]-9H-carbazole methyl-trans-4-((5-fluoro-4-(2-(2-hydroxypropan-2-yl)pyridin-4-yl)pyrimidin-2-yl)amino)cyclohexane-1-carboxylate